ClC=1C=C(C=CC1F)NC(=O)[C@@H]1CN(CC1)C(=O)C=1NC(=CC1)C=1C(=NC=NC1C)C (S)-N-(3-chloro-4-fluorophenyl)-1-(5-(4,6-dimethylpyrimidin-5-yl)-1H-pyrrole-2-carbonyl)pyrrolidine-3-carboxamide